BrC1=CC2=C(O[C@H](CN2S(=O)(=O)C2=CC(=CC=C2)C(F)(F)F)[C@H]2[C@@H](C2)C(=O)OC(C)(C)C)C=C1 tert-butyl (1R,2R)-2-((S)-6-bromo-4-((3-(trifluoromethyl)phenyl)sulfonyl)-3,4-dihydro-2H-benzo[b][1,4]oxazin-2-yl)cyclopropane-1-carboxylate